(4R,5R)-4-methyl-5-nonanol C[C@H](CCC)[C@@H](CCCC)O